N1C=CC=2C1=NC=C(C2)C=2C=C(CCNC(C1=CC(=CC=C1)C)=O)C=CC2 N-(3-(1H-pyrrolo[2,3-b]pyridin-5-yl)phenethyl)-3-methylbenzamide